OC1(CN(CC1)C(=O)OC(C)(C)C)\C=C\C1=CC=C(C=C1)C(F)(F)F tert-butyl 3-hydroxy-3-[(E)-2-[4-(trifluoromethyl)phenyl]ethenyl]pyrrolidine-1-carboxylate